{4-[1-cyclopropyl-4-(trifluoromethyl)imidazol-2-yl]phenyl-methyl}-2-(4-cyclopropyl-6-methoxypyrimidin-5-yl)-6-(5-methyl-1,3,4-oxadiazol-2-yl)pyrido[2,3-d]pyrimidin-7-one C1(CC1)N1C(=NC(=C1)C(F)(F)F)C1=CC=C(C=C1)CC=1C=2C(N=C(N1)C=1C(=NC=NC1OC)C1CC1)=NC(C(C2)C=2OC(=NN2)C)=O